8-phenyl[1]benzofuro[3,2-d]pyrimidin C1(=CC=CC=C1)C=1C=CC2=C(C1)C=1N=CN=CC1O2